C(C)(C)(C)OC(C(CCCC(CSC(C)=O)(C)C)(C)C1=C(C(=CC=C1)Br)OC)=O.ClC1=CC(=NC(=C1)N1C=NC=C1)C(=O)NC1CCC(CC1)OCCOC 4-chloro-6-(1H-imidazol-1-yl)-N-((1r,4r)-4-(2-methoxyethoxy)cyclohexyl)pyridinecarboxamide tert-butyl-7-(acetylthio)-2-(3-bromo-2-methoxyphenyl)-2,6,6-trimethylheptanoate